5-(5-(3,5-Dimethyl-1H-pyrazol-4-yl)-1H-indazol-1-yl)-2-fluorophenol CC1=NNC(=C1C=1C=C2C=NN(C2=CC1)C=1C=CC(=C(C1)O)F)C